S1C(=NC2=C1C=CC=C2)CN(C)CN2C(OCC2)=S 3-[[1,3-benzothiazol-2-ylmethyl(methyl)amino]methyl]-1,3-oxazolidine-2-thione